ClC1=CC2=C(N(C(=N2)CN2[C@@H]3CC[C@@H]3N(CC2)C2=NC(=CC=C2)OCC2=C(C=C(C=C2)C#N)F)C[C@@H]2OCC2)C=C1C(=O)OC |o1:10,13,35| rel-Methyl 5-chloro-2-(((1R,6S)-5-(6-((4-cyano-2-fluorobenzyl)oxy)pyridin-2-yl)-2,5-diazabicyclo[4.2.0]octan-2-yl)methyl)-1-(((R)-oxetan-2-yl)methyl)-1H-benzo[d]imidazole-6-carboxylate